FC(CN1N=CC=C1)(F)F 1-(2,2,2-trifluoroethyl)pyrazol